C1CCC2=C(C=3CCCC3C=C12)NC(=O)N[S@](=O)(=N)C=1C=NN2C1OC[C@H](C2)NC (R,6S)-N-((1,2,3,5,6,7-hexahydro-s-indacen-4-yl)carbamoyl)-6-(methylamino)-6,7-dihydro-5H-pyrazolo[5,1-b][1,3]oxazine-3-sulfonimidamide